OC1(CCN(CC1)C)C(C(=O)OC(C)(C)C)S tert-Butyl 2-(4-hydroxy-1-methylpiperidin-4-yl)-2-mercaptoacetate